FC1=C(C=C2C=CC(N(C2=C1)C1=C(C=C(C(=C1)F)COC(F)(F)F)OC)=O)S(=O)(=O)NC1=NOC=C1 (P)-7-fluoro-1-(5-fluoro-2-methoxy-4-((trifluoromethoxy)methyl)phenyl)-N-(isoxazol-3-yl)-2-oxo-1,2-dihydroquinoline-6-sulfonamide